(4-bromophenyl)-4-chloro-6-(o-tolyl)nicotinonitrile BrC1=CC=C(C=C1)C1=C(C#N)C(=CC(=N1)C1=C(C=CC=C1)C)Cl